4-methyl-2,6-difluoroaniline CC1=CC(=C(N)C(=C1)F)F